4-oxo-N,N-diethylpentanamide O=C(CCC(=O)N(CC)CC)C